COC(C1=C(C(C(=O)OC)=CC=C1)C1=CC=C(C2=CC=CC=C12)OC)=O 2-(4-methoxynaphthalene-1-yl)isophthalic acid dimethyl ester